hexahydropyridine-1-carboxylic acid 2-methylpropan-2-yl ester CC(C)(C)OC(=O)N1CCCCC1